BrC1=NOC(C1)(C(F)(F)F)C1=CC(=CC(=C1)Cl)Cl 3-bromo-5-(3,5-dichlorophenyl)-5-(trifluoromethyl)-4,5-dihydroisoxazole